5-((5'S)-3'-oxotetrahydro-3'H-spiro[piperidine-4,2'-pyrrolo[2,1-b]oxazol]-5'-yl)nicotinonitrile O=C1N2C(OC13CCNCC3)CC[C@H]2C=2C=NC=C(C#N)C2